((benzyloxy)carbonyl)-D-serine C(C1=CC=CC=C1)OC(=O)N[C@H](CO)C(=O)O